5-(5-((1S,2S,4R)-rel-2-amino-7-azabicyclo[2.2.1]heptane-7-carbonyl)-4'-cyano-3'-fluoro-[1,1'-biphenyl]-2-yl)-6-fluoro-1-(2-hydroxy-2-methylpropyl)-1H-indole-3-carboxylic acid N[C@@H]1[C@@H]2CC[C@H](C1)N2C(=O)C=2C=CC(=C(C2)C2=CC(=C(C=C2)C#N)F)C=2C=C1C(=CN(C1=CC2F)CC(C)(C)O)C(=O)O |o1:1,2,5|